C(C)(C)OC(=O)N1CCN(CC1)C1=NC=2N(C=C1)N=CC2C=2C(=NC=CC2)SC 4-(3-(2-(methylthio)pyridin-3-yl)pyrazolo[1,5-a]pyrimidin-5-yl)piperazine-1-carboxylic acid isopropyl ester